2-[({bis[(2-thienyl)methyl]aminocarbonyloxy}ethoxy)methyl]-6-[({bis[(2-thienyl)methyl]aminocarbonyloxy}ethoxy)methyl]pyridine S1C(=CC=C1)CN(C(=O)OCCOCC1=NC(=CC=C1)COCCOC(=O)N(CC=1SC=CC1)CC=1SC=CC1)CC=1SC=CC1